iridium trichloride hydrochloride Cl.[Ir](Cl)(Cl)Cl